methyl 4-(7-hydroxy-8-(5-methyl-2-(prop-1-en-2-yl)phenyl)-4-oxo-2-(2-oxopropyl)-5-pentyl-4H-benzo[d][1,3]dioxin-2-yl)benzoate OC=1C=C(C2=C(OC(OC2=O)(CC(C)=O)C2=CC=C(C(=O)OC)C=C2)C1C1=C(C=CC(=C1)C)C(=C)C)CCCCC